tert-butyldimethyl-(2-nitrophenoxy)silane C(C)(C)(C)[Si](OC1=C(C=CC=C1)[N+](=O)[O-])(C)C